C(C)(C)(C)OC(NC1CN2C3=C(C(=C2C1=C)C#CC=1C(=CC2=C(N=C(S2)C2CC2)C1F)F)C(=NC=N3)N)=O (4-amino-5-((2-cyclopropyl-4,6-difluorobenzo[d]thiazol-5-yl)ethynyl)-6-methylene-7,8-dihydro-6H-pyrimido[5,4-b]pyrrolizin-7-yl)carbamic acid tert-butyl ester